C(#N)C=1C=C(C=CC1)C=1N=C(SC1C1=CC(=NC(=C1)C)C)NC(=O)N1CCN(CC1)C N-[4-(3-Cyanophenyl)-5-(2,6-dimethyl-4-pyridyl)thiazol-2-yl]-4-methyl-piperazin-1-carboxamid